5-(2-methyl-2-butoxycarbonyl)-bicyclo[2.2.1]hept-2-ene CC(C)(CC)OC(=O)C1C2C=CC(C1)C2